ClC1=C(C(=O)NC(C(=O)O)CCN(CCCCC2=NC=3NCCCC3C=C2)CC(CF)OC)C(=CC=C1)F 2-[(2-chloro-6-fluoro-benzoyl)amino]-4-[[3-fluoro-2-methoxy-propyl]-[4-(5,6,7,8-tetrahydro-1,8-naphthyridin-2-yl)butyl]amino]butanoic acid